1-(3,4-epoxycyclohexylethyl)-1,1,3,3,5,5,7,7,7-nonamethyltetrasiloxane C1(CC2C(CC1)O2)CC[Si](O[Si](O[Si](O[Si](C)(C)C)(C)C)(C)C)(C)C